C(=CC1=CC=CC=C1)C=1C=CC=C(C1C(=O)O)O Styrene-Salicylic Acid